3-Ethylnonan C(C)C(CC)CCCCCC